COC(=O)C1(CC1)N(C)C(=O)OCC1=CC=CC=C1 1-(benzyloxycarbonyl-methyl-amino)-cyclopropanecarboxylic acid methyl ester